C1(CCCC1)N(C(CC1(CCN(CC1)C(=O)N1CCC2=CC=C(C=C12)C)C(=O)O)=O)C1=CC=CC=C1 4-(2-(cyclopentyl(phenyl)amino)-2-oxoethyl)-1-(6-methylindoline-1-carbonyl)piperidine-4-carboxylic acid